COC(=O)C1CC(C1)N1C[C@H](CCC1)C1CNC1 (R)-3-(3-(azetidin-3-yl)piperidin-1-yl)cyclobutane-1-carboxylic acid methyl ester